CC1=NC(=CC=C1CN1CCNCC1)C(F)(F)F 2-methyl-3-(piperazin-1-ylmethyl)-6-(trifluoromethyl)pyridin